N-(3-(1H-imidazol-1-yl)propyl)-3-(triethoxysilyl)-N-(3-(triethoxysilyl)propyl)propane-1-amine N1(C=NC=C1)CCCN(CCC[Si](OCC)(OCC)OCC)CCC[Si](OCC)(OCC)OCC